8-allyl-7-fluoro-1-(2-hydroxyethyl)quinolin-2(1H)-one C(C=C)C=1C(=CC=C2C=CC(N(C12)CCO)=O)F